CC1=NN2C(N=C(C=C2N2CC(C2)CN2N=C(C=CC2=O)N2N=C(C=C2C)C)C)=C1 2-[[1-(2,5-dimethylpyrazolo[1,5-a]pyrimidin-7-yl)azetidin-3-yl]methyl]-6-(3,5-dimethylpyrazol-1-yl)pyridazin-3-one